Tert-butyl (2-((R)-2-((R)-2-amino-3-(tritylthio)propionylamino)-3-(tritylthio)propionylamino)ethyl)(methyl)carbamate N[C@H](C(=O)N[C@H](C(=O)NCCN(C(OC(C)(C)C)=O)C)CSC(C1=CC=CC=C1)(C1=CC=CC=C1)C1=CC=CC=C1)CSC(C1=CC=CC=C1)(C1=CC=CC=C1)C1=CC=CC=C1